[(N-benzyloxycarbonylamino)methyl]-phosphonic acid mono-(3-pyridinyl) ester sodium salt [Na+].N1=CC(=CC=C1)OP([O-])(=O)CNC(=O)OCC1=CC=CC=C1